tert-butyl (2S,6R)-2-(((S)-1-cyano-2-(2-fluoro-4-(2-methyl-1-oxoisoindolin-5-yl) phenyl) ethyl) carbamoyl)-6-methoxy-1,4-oxazepan-4-carboxylate C(#N)[C@H](CC1=C(C=C(C=C1)C=1C=C2CN(C(C2=CC1)=O)C)F)NC(=O)[C@H]1OC[C@@H](CN(C1)C(=O)OC(C)(C)C)OC